4-(tert-butyl)-N-(4-(3,6-dihydro-2H-pyran-4-yl)-3-(2-trityl-2H-tetrazol-5-yl)phenyl)cyclohexane-1-carboxamide C(C)(C)(C)C1CCC(CC1)C(=O)NC1=CC(=C(C=C1)C=1CCOCC1)C=1N=NN(N1)C(C1=CC=CC=C1)(C1=CC=CC=C1)C1=CC=CC=C1